tertbutyl 4-[(7-hydroxyquinoxalin-2-yl)methyl]piperidine-1-carboxylate OC1=CC=C2N=CC(=NC2=C1)CC1CCN(CC1)C(=O)OC(C)(C)C